OC1=C(C=C(C=C1)CCOC(C(=C)C)=O)N1N=C2C(=N1)C=CC=C2 2-(2'-Hydroxy-5'-methacryloyloxyethyl-phenyl)-2H-Benzotriazole